C1(CCCCCCCC1)C(=O)O cyclononyl-carboxylic acid